C(=O)C1=CC=C(C=C1)N(C(OCCCC)=O)C butyl (4-formylphenyl)(methyl)carbamate